tert-butyl (S)-2-((1-(6-aminopyridin-2-yl)piperidin-3-yl)oxy)acetate NC1=CC=CC(=N1)N1C[C@H](CCC1)OCC(=O)OC(C)(C)C